3-(2-(trifluoromethyl)-1H-pyrrolo[2,3-b]pyridin-1-yl)cyclobutan-1-ol FC(C1=CC=2C(=NC=CC2)N1C1CC(C1)O)(F)F